tert-Butyl 3,5,5-trimethyl-peroxyhexanoate (tert-Butyl 3,5,5-trimethyl-peroxyhexanoate) C(C)(C)(C)C(C(=O)OO)C(CC(C)(C)C)C.CC(CC(=O)OOC(C)(C)C)CC(C)(C)C